N-(cyclopropylmethyl)-5-[5-[4-fluoro-3-(trifluoromethyl)phenyl]-4,5-dihydro-5-(trifluoromethyl)-3-isoxazolyl]-8-isoquinoline-carboxamide C1(CC1)CNC(=O)C=1C=CC(=C2C=CN=CC12)C1=NOC(C1)(C(F)(F)F)C1=CC(=C(C=C1)F)C(F)(F)F